CC1=CC=C(C=C1)S(=O)(=O)N\N=C\1/CCN(C2(CC2)C1)C(=O)OC(C)(C)C tert-butyl (7E)-7-[(4-methylbenzenesulfonamido)imino]-4-azaspiro[2.5]octane-4-carboxylate